1H-1,2,3-triazole-1-amine N1(N=NC=C1)N